N-(6-Cyano-5-methoxy-1,2,3,4-tetrahydronaphthalen-1-yl)-N-(1-(1-methyl-1H-pyrazol-4-yl)-1H-indazol-6-yl)-2-nitrobenzenesulfonamide C(#N)C=1C(=C2CCCC(C2=CC1)N(S(=O)(=O)C1=C(C=CC=C1)[N+](=O)[O-])C1=CC=C2C=NN(C2=C1)C=1C=NN(C1)C)OC